2-Amino-1-(6-methoxy-3,5-dimethylpyridazin-4-yl)-5-methyl-1H-pyrrolo[2,3-b]pyridine-3-carbonitrile NC1=C(C=2C(=NC=C(C2)C)N1C1=C(N=NC(=C1C)OC)C)C#N